C(C)(C)(C)C=1C=C(CN(C([C@H](C)N(S(=O)(=O)C2=C(C(=C(C(=C2F)F)F)F)F)CC2=CC=C(C=C2)Cl)=O)C2=CC(=C(C(=O)O)C=C2)O)C=C(C1)C1CC1 (S)-4-(N-(3-(tert-butyl)-5-cyclopropylbenzyl)-2-(N-(4-chlorobenzyl)-(2,3,4,5,6-pentafluorophenyl)sulfonamido)propanamido)-2-hydroxybenzoic acid